FC(C=1C=C(C=CC1)NC(C1=CN=CC=C1)=O)(F)F N-(3-(trifluoromethyl)phenyl)nicotinamide